(S)-Glutamin N[C@@H](CCC(N)=O)C(=O)O